tert-butyldiphenyl-((1,1,1-trifluoro-3-isothiocyanatopropane-2-yl)oxy)silane copper(III) chloride dihydrate O.O.[Cu](Cl)(Cl)Cl.C(C)(C)(C)[Si](OC(C(F)(F)F)CN=C=S)(C1=CC=CC=C1)C1=CC=CC=C1